D-maltose C([C@@H]1[C@H]([C@@H]([C@H]([C@H](O1)O[C@@H]2[C@H](O[C@H]([C@@H]([C@H]2O)O)O)CO)O)O)O)O